B(O)(O)OB(O)O.C(C(=O)C1=CC=C(C(=O)O)C=C1)(=O)O terephthalonic acid diborate